bis(2,6-Dimethylphenyl)sulfonium tetrakis(pentafluorophenyl)borate FC1=C(C(=C(C(=C1[B-](C1=C(C(=C(C(=C1F)F)F)F)F)(C1=C(C(=C(C(=C1F)F)F)F)F)C1=C(C(=C(C(=C1F)F)F)F)F)F)F)F)F.CC1=C(C(=CC=C1)C)[SH+]C1=C(C=CC=C1C)C